C[Si](CC(=O)O)(C)C 2-(trimethylsilyl)acetic acid